COC1=C(C(=CC=C1)C)C 1-methoxy-2,3-dimethylbenzene